7-((2R,3R,4R,5S)-3,4-bis((tert-Butyldimethylsilyl)oxy)-5-((((3-methyl-5-(thiazol-4-yl)isoxazol-4-yl)methyl)thio)methyl)tetrahydrofuran-2-yl)-7H-pyrrolo[2,3-d]pyrimidin-4-amine [Si](C)(C)(C(C)(C)C)O[C@H]1[C@@H](O[C@@H]([C@H]1O[Si](C)(C)C(C)(C)C)CSCC=1C(=NOC1C=1N=CSC1)C)N1C=CC2=C1N=CN=C2N